FC1=CC=C(C=C1)N1N=C2C(=C1C1=CC=NC=C1)CCC2 2-(4-fluorophenyl)-3-(pyridin-4-yl)-2,4,5,6-tetrahydrocyclopenta[c]pyrazole